N-(4-((6-hexylnaphthalen-2-yl)ethynyl)phenyl)carboxamide C(CCCCC)C=1C=C2C=CC(=CC2=CC1)C#CC1=CC=C(C=C1)NC=O